(3R,5R,8R,9S,10S,13S,14S,17R)-17-((2S,3S)-3-hydroxy-4,4-dimethylpentan-2-yl)-10,13-dimethyl-3-(trifluoromethyl)hexadecahydro-1H-cyclopenta[a]phenanthren-3-ol O[C@@H]([C@@H](C)[C@H]1CC[C@H]2[C@@H]3CC[C@@H]4C[C@@](CC[C@@]4([C@H]3CC[C@]12C)C)(O)C(F)(F)F)C(C)(C)C